C(C)C=1C=CC=C2C=CC=C(C12)N1CC=2N=C(N=C(C2CC1)N1C[C@H]2CC[C@@H](C1)N2C(=O)OC(C)(C)C)OC[C@H]2N(CCC2)C tert-butyl (1R,5S)-3-(7-(8-ethylnaphthalen-1-yl)-2-(((S)-1-methylpyrrolidin-2-yl)methoxy)-5,6,7,8-tetrahydropyrido[3,4-d]pyrimidin-4-yl)-3,8-diazabicyclo[3.2.1]octane-8-carboxylate